[Si](C1=CC=CC=C1)(C1=CC=CC=C1)(C(C)(C)C)O[C@H]1C[C@H](CC1)N1N=C(N=C1)NC(CC1=CC(=NO1)C)=O N-(1-(cis-3-((tert-butyldiphenylsilyl)oxy)cyclopentyl)-1H-1,2,4-triazol-3-yl)-2-(3-methylisoxazol-5-yl)acetamide